C(#N)[C@H]1N(CSC1)C(CNC(=O)C1=CC=NC2=CC=C(C=C12)N1CC(C1)CC(F)F)=O (R)-N-(2-(4-Cyanothiazolidin-3-yl)-2-oxoethyl)-6-(3-(2,2-difluoroethyl)-azetidin-1-yl)quinoline-4-carboxamide